COC=1C=C(C=CC1OC)C=1NC2=CC=C(C=C2C1C)C1CCN(CC1)CC1=C2C=CC=NC2=CC=C1 5-((4-(2-(3,4-dimethoxyphenyl)-3-methyl-1H-indol-5-yl)piperidin-1-yl)methyl)quinoline